3,5-dioxo-1,2,4-triazine-6-carbaldehyde O=C1NN=C(C(N1)=O)C=O